C(C)N1CC(=CC2=CC(=C(C=C12)N1CCN(CC1)C)F)C(C=CC1=CC=C(C=C1)[N+](=O)[O-])=O 1-ethyl-6-fluoro-7-(4-methylpiperazin-1-yl)-3-(4-nitrocinnamoyl)-quinoline